FC(C(=O)O)(F)F.FC(C(=O)O)(F)F.N[C@@H](C(=O)N[C@@H](C(=O)N)CC(C)C)CC1=CC=CC=C1 (R)-2-((R)-2-amino-3-phenylpropanamido)-4-methylpentanamid ditrifluoroacetate